5-(azetidin-2-ylmethoxy)-2-methylbenzamide N1C(CC1)COC=1C=CC(=C(C(=O)N)C1)C